CC(CC1=CC=CC=C1)(C(CC)NC(=O)C1=NN(C(N1)=O)C)C N-(2,2-dimethyl-1-phenylpentan-3-yl)-1-methyl-5-oxo-4,5-dihydro-1H-1,2,4-triazole-3-carboxamide